2-(2-{[2-(1H-1,3-Benzodiazol-2-yl)ethyl]amino}ethyl)-N-(pyridin-2-ylmethyl)-1,3-oxazole-4-carboxamide trihydrochloride Cl.Cl.Cl.N1C(=NC2=C1C=CC=C2)CCNCCC=2OC=C(N2)C(=O)NCC2=NC=CC=C2